CN(C[C@@H](C)OC1=C2C(=NC=NC2=CC(=C1)N1C[C@H](CC1)OC)NC=1C(=C2C=CC=NC2=CC1)F)C 5-(((R)-1-(dimethylamino)propan-2-yl)oxy)-N-(5-fluoroquinolin-6-yl)-7-((S)-3-methoxypyrrolidin-1-yl)quinazolin-4-amine